5,6-dihydro-1,10-phenanthroline N1=CC=CC=2CCC3=CC=CN=C3C12